BrC=1C=CC(=C(C=N[S@](=O)C(C)(C)C)C1)F (R)-N-(5-bromo-2-fluorobenzylidene)-2-methylpropane-2-sulfinamide